1-((1H-indol-5-yl)sulfonyl)-N-(4-(trifluoromethyl)phenyl)piperidine-4-carboxamide N1C=CC2=CC(=CC=C12)S(=O)(=O)N1CCC(CC1)C(=O)NC1=CC=C(C=C1)C(F)(F)F